(E)-2-(3-(2-cyano-2-(5-fluoro-6-methoxy-1H-benzo[d]-imidazol-2-yl)vinyl)-2,5-dimethyl-1H-pyrrol-1-yl)-4,5-dimethylfuran-3-carbonitrile C(#N)\C(=C/C1=C(N(C(=C1)C)C=1OC(=C(C1C#N)C)C)C)\C1=NC2=C(N1)C=C(C(=C2)F)OC